NCCOCCNC(\C=C\C1=CC=C(C=C1)C(C)C)=O (E)-N-(2-(2-aminoethoxy)ethyl)-3-(4-isopropylphenyl)acrylamide